ClC=1C=C2C(=C(C1)I)NC(C21CCN(CC1)CCOC=1C=NC(=NC1)C(C)(C)O)=O 5-chloro-1'-(2-{[2-(2-hydroxypropan-2-yl)pyrimidin-5-yl]oxy}ethyl)-7-iodo-1,2-dihydrospiro[indole-3,4'-piperidin]-2-one